NC1=C2C(=NC=N1)N(N=C2C2=CC=C(C=C2)OC2=CC=CC=C2)C2CCN(CC2)C2C(CN(CC2)C2CN(C2)C=2C=C1CN(CC1=CC2)C2C(NC(CC2)=O)=O)F cis-5-(3-(4-(4-amino-3-(4-phenoxyphenyl)-1H-pyrazolo[3,4-d]pyrimidin-1-yl)-3'-fluoro-[1,4'-bipiperidin]-1'-yl)azetidin-1-yl)-2-(2,6-dioxopiperidin-3-yl)isoindoline